(R)-1-(2-chloropyridin-3-yl)ethyl (4-(5-((1r,3R)-3-methoxycyclobutane-1-carboxamido)pyridin-2-yl)-1-methyl-1H-1,2,3-triazol-5-yl)carbamate COC1CC(C1)C(=O)NC=1C=CC(=NC1)C=1N=NN(C1NC(O[C@H](C)C=1C(=NC=CC1)Cl)=O)C